C(C)N1C2=NC(=NC(=C2N=C1C1=CC=NC=C1)N1CCOCC1)C=O 9-ethyl-6-morpholino-8-(pyridin-4-yl)-9H-purine-2-carbaldehyde